C1=CC=CC=2C3=CC=CC=C3C(C12)COC(N[C@H](C(N[C@H](C(NCOCC(=O)O)=O)CCCNC(=O)N)=O)C(C)C)=O (5S,8S)-1-(9H-fluoren-9-yl)-5-isopropyl-3,6,9-trioxo-8-(3-ureidopropyl)-2,12-dioxa-4,7,10-triazatetradecan-14-oic acid